BrC=1C(=C(OC[C@H](CCC(N)=O)NC(OC(C)(C)C)=O)C=C(C1)Cl)F tert-butyl N-[(2S)-1-(3-bromo-5-chloro-2-fluorophenoxy)-4-carbamoylbutan-2-yl]carbamate